ethyl α-(n-pentyloxycarbonyl)oxyisobutyrate C(CCCC)OC(=O)OC(C(=O)OCC)(C)C